((4-amino-1-hydroxycyclohexyl) methoxy) piperidine-1-carboxylate N1(CCCCC1)C(=O)OOCC1(CCC(CC1)N)O